1-cyclobutyl-N-((6-((4-(5-iodopyridine-3-yl)-1H-1,2,3-triazol-1-yl)methyl)-1H-indole-2-yl)methyl)methylamine C1(CCC1)CNCC=1NC2=CC(=CC=C2C1)CN1N=NC(=C1)C=1C=NC=C(C1)I